ClC=1C=CC(=C(N)C1)N1CC(CCC1)C 5-chloro-2-(3-methylpiperidin-1-yl)aniline